N-(3-(3-(trifluoromethyl)benzyl)-4,5,6,7-tetrahydropyrazolo[1,5-a]pyrimidin-6-yl)acrylamide FC(C=1C=C(CC=2C=NN3C2NCC(C3)NC(C=C)=O)C=CC1)(F)F